ClC1=C(C=C(C(=O)N(C)C2=C(C=CC=C2)OC)C=C1)C=1C=NC(=CC1)C#N 4-chloro-3-(6-cyano-pyridin-3-yl)-N-(2-methoxy-phenyl)-N-methyl-benzamide